S(N)(=O)(=O)C1=CC=C(C=C1)C1=CC=C(C=C1)OC1=C(N=NN1)C(=O)O 5-((4'-sulfamoyl-[1,1'-biphenyl]-4-yl)oxy)-1H-1,2,3-triazole-4-carboxylic acid